C(C)(C)(C)OC(=O)NC([O-])=O tertbutoxycarbonyl-carbamate